C1(CCCCC1)CN(C1=NC(=NC2=CC=CC=C12)NN)C1=CC=CC=C1 N-(cyclohexylmethyl)-2-hydrazinyl-N-Phenylquinazolin-4-amine